citric acid, hydrate O.C(CC(O)(C(=O)O)CC(=O)O)(=O)O